ClC=1C=C(C=CC1)C1=CC(=CC=C1)F 3-chloro-3'-fluoro-1,1'-biphenyl